C(C)(C)C1=C2C=C(N=CC2=C(N=C1)NC)NC(=O)C1CC1 N-(5-isopropyl-8-(methylamino)-2,7-naphthyridin-3-yl)cyclopropanecarboxamide